FC1=C(C=C(C=C1)C1=C(N(C(C2=CC(=CC=C12)O)=O)C1CC(C1)C(=O)O)C1CCOCC1)C (1r,3r)-3-(4-(4-fluoro-3-methylphenyl)-7-hydroxy-1-oxo-3-(tetrahydro-2H-pyran-4-yl)isoquinolin-2(1H)-yl)cyclobutane-1-carboxylic acid